FC1=C(C=CC=C1)[C@H]1CCN2N=C(N=C21)C(=O)N[C@H]2CCC1=C(N(C2=O)C)C=CC=N1 |&1:7| Racemic-7-(2-fluorophenyl)-N-[(7S)-5-methyl-6-oxo-8,9-dihydro-7H-pyrido[3,2-b]azepin-7-yl]-6,7-dihydro-5H-pyrrolo[1,2-b][1,2,4]triazole-2-carboxamide